COP(=O)(OC)CC(=O)C1=CC2=C(S1)C=C(C(=C2F)OCCCOC2=C(C1=C(SC(=C1)C(CC(C(=O)OC)(C)C)=O)C=C2OC)F)OC methyl 4-(5-(3-((2-(2-(dimethoxyphosphoryl)acetyl)-4-fluoro-6-methoxybenzo[b]thiophen-5-yl)oxy)propoxy)-4-fluoro-6-methoxybenzo[b]thiophen-2-yl)-2,2-dimethyl-4-oxobutanoate